N1=C(C=CC=C1C(=O)O)C1=NC(=CC=C1)C1=NC(=CC=C1)C(=O)O.[Eu] europium 2,2':6',2''-terpyridine-6,6''-dicarboxylic acid